4-((S)-4-propenoyl-2-methylpiperazin-1-yl)-7-(6-amino-2,3-difluorophenyl)-6-chloro-1-(2-isopropyl-4-(methylsulfanyl)pyridin-3-yl)pyrido[2,3-d]pyrimidin-2(1H)-one C(C=C)(=O)N1C[C@@H](N(CC1)C=1C2=C(N(C(N1)=O)C=1C(=NC=CC1SC)C(C)C)N=C(C(=C2)Cl)C2=C(C(=CC=C2N)F)F)C